C(C)OC(=O)C=1C(=NN2C1N=CC=C2C)Br 2-bromo-7-methylpyrazolo[1,5-a]pyrimidine-3-carboxylic acid ethyl ester